4-Chloro-2-(2-methyl-1-(2-((tetrahydro-2H-pyran-2-yl)oxy)ethyl)-2,5-dihydro-1H-pyrrol-3-yl)thieno[2,3-b]pyridine ClC1=C2C(=NC=C1)SC(=C2)C=2C(N(CC2)CCOC2OCCCC2)C